CC1=CC=CC(=N1)C1=NC=CC(=N1)NC1=NC(=NC=C1)NC=1C=CC(=NC1)C(=O)OCCN1CC2N(CC1)CCC2 2-(3,4,6,7,8,8a-hexahydro-1H-pyrrolo[1,2-a]pyrazin-2-yl)ethyl 5-[[4-[[2-(6-methyl-2-pyridyl)pyrimidin-4-yl]amino]pyrimidin-2-yl]amino]pyridine-2-carboxylate